C(C=C)(=O)OC1=C(C=C(C=C1)C)CC1=C(C(=CC(=C1)C)C(C)(C)C)O [3-(1,1-dimethylethyl)-2-hydroxy-5-methylphenyl]methyl-4-methylphenyl acrylate